1-butyl-1-octyl-pyrrolium C(CCC)[N+]1(C=CC=C1)CCCCCCCC